Azetidin-3-yl-[4-[5-(trifluoromethyl)pyrimidin-2-yl]piperazin-1-yl]methanone N1CC(C1)C(=O)N1CCN(CC1)C1=NC=C(C=N1)C(F)(F)F